3-fluoro-4-bromomethyl-benzonitrile FC=1C=C(C#N)C=CC1CBr